C1(=CC=CC2=CC=CC=C12)C=1C=C(C=CC1)C1=C(C=CC(=C1)N)C1=CC=C(C=C1)C1=CC=CC=C1 [3-(naphthalen-1-yl)phenyl][1,1':4',1''-terphenyl]-4-amine